ethyl 3-methyl-4-oxohexanoate CC(CC(=O)OCC)C(CC)=O